(5R)-3-{4-[(3,3-dimethyl-2,3-dihydro-1-benzofuran-4-yl)oxy]phenyl}-5-methyl-2,4-imidazolidinedione CC1(COC2=C1C(=CC=C2)OC2=CC=C(C=C2)N2C(N[C@@H](C2=O)C)=O)C